4-(3-chloro-4-(difluoromethyl)phenyl)-7-ethyl-7H-imidazo[4,5-c]Pyridazine ClC=1C=C(C=CC1C(F)F)C=1C2=C(N=NC1)N(C=N2)CC